FC(SC1=C(C=CC=C1)P(N(P(C1=CC=C(C=C1)[Si](CCCC)(CCCC)CCCC)C1=CC=C(C=C1)[Si](CCCC)(CCCC)CCCC)C1CCCCC1)C1=C(C=CC=C1)SC(F)(F)F)(F)F N-(bis(2-((trifluoromethyl)thio)phenyl)phosphaneyl)-N-cyclohexyl-1,1-bis(4-(tributylsilyl)phenyl)phosphanamine